C1(=CC=CC2=CC=CC=C12)CC(=O)N (R)-naphthylacetamide